(S)-4-(methylsulfonyl)-6-((5-oxopyrrolidin-2-yl)methoxy)pyrido[3,4-g]isoquinolin-1(2H)-one CS(=O)(=O)C1=CNC(C2=CC=3C=CN=C(C3C=C21)OC[C@H]2NC(CC2)=O)=O